7-(2,7-dichloro-8-fluoropyrido[4,3-d]pyrimidin-4-yl)-1,7-diazaspiro[3.5]nonan-2-one ClC=1N=C(C2=C(N1)C(=C(N=C2)Cl)F)N2CCC1(CC(N1)=O)CC2